[N+](#[C-])C1=CC=C(C(=O)OCC(=O)NC2=C(C=CC=C2)F)C=C1 2-((2-fluorophenyl)amino)-2-oxoethyl 4-isocyanobenzoate